5-((2S,3R,4S,5R)-3,4-dihydroxy-5-(hydroxymethyl)tetrahydrofuran-2-yl)-1-(1-methylazetidin-3-yl)pyrimidine-2,4(1H,3H)-dione O[C@H]1[C@@H](O[C@@H]([C@H]1O)CO)C=1C(NC(N(C1)C1CN(C1)C)=O)=O